N-(4-methyl-3-nitro-phenyl)prop-2-enamide CC1=C(C=C(C=C1)NC(C=C)=O)[N+](=O)[O-]